The molecule is a extended flavonoid that is 6H,7H-chromeno[4,3-b]chromen-7-one which is substituted by a 2-methylprop-1-en-1-yl group at position 6, a 3-methylbut-2-en-1-yl group at position 11, and hydroxy groups at positions 3, 8, and 10. It is found in the bark of Morus species and has been reported to protect human neuronal cells derived from the human neuroblastoma SH-SY5Y cell line. It has a role as a protective agent and a plant metabolite. It is an organic heterotetracyclic compound, a polyphenol, a chromenochromene, an extended flavonoid and a cyclic ketone. CC(=CCC1=C2C(=C(C=C1O)O)C(=O)C3=C(O2)C4=C(C=C(C=C4)O)OC3C=C(C)C)C